N,N-bis(2-azaniumylethyl)-4-{2-azatricyclo[10.4.0.04,9]hexadeca-1(12),4(9),5,7,13,15-hexaen-10-yn-2-yl}-4-oxobutanamide ditrifluoroacetate FC(C(=O)[O-])(F)F.FC(C(=O)[O-])(F)F.[NH3+]CCN(C(CCC(=O)N1C=2C=CC=CC2C#CC=2C=CC=CC2C1)=O)CC[NH3+]